methyl 7-fluoro-3-(2-nitrovinyl)-1H-indole-4-carboxylate FC1=CC=C(C=2C(=CNC12)C=C[N+](=O)[O-])C(=O)OC